4-((1H-Indazol-5-yl)ethynyl)-N-(furan-2-ylmethyl)-[2,4'-bipyrimidin]-2'-amine N1N=CC2=CC(=CC=C12)C#CC1=NC(=NC=C1)C1=NC(=NC=C1)NCC=1OC=CC1